CC1C(CC=CCC)C(=O)OC1=O 5-octene-2,3-dicarboxylic anhydride